2-(chloromethyl)-5-(1-fluoroethoxy)pyridine hydrochloride Cl.ClCC1=NC=C(C=C1)OC(C)F